C1(CC1)C1=CC(=NC=C1)N1N=CC(=C1C(F)(F)F)C(=O)NC1=CC(=C(C=C1)OC1=C2C(=NC=C1)NC(N2C(C)C)=O)F 1-(4-cyclopropylpyridine-2-yl)-N-(3-fluoro-4-((1-isopropyl-2-oxo-2,3-dihydro-1H-imidazo[4,5-b]pyridine-7-yl)oxy)phenyl)-5-(trifluoromethyl)-1H-pyrazole-4-carboxamide